C(C)(C)N1C=C(C(C2=CC(=CC=C12)NS(=O)(=O)CC)=O)C1=NC(=CC=C1)C1=NN=CN1C(C)C N-(1-isopropyl-3-(6-(4-isopropyl-4H-1,2,4-triazol-3-yl)pyridin-2-yl)-4-oxo-1,4-dihydroquinolin-6-yl)ethanesulfonamide